[Na].N(C1=CC=CC=C1)N1C(COCC1)=O 4-(anilino)morpholin-3-one sodium